(2s,2's)-2,2'-(1,3,6,8-tetraoxobenzo[lmn][3,8]phenanthroline-2,7(1h,3h,6h,8h)-diyl)bis(3-(4-iodophenyl)propanoic acid) O=C1N(C(C=2C=CC=3C(N(C(C=4C3C2C1=CC4)=O)[C@H](C(=O)O)CC4=CC=C(C=C4)I)=O)=O)[C@H](C(=O)O)CC4=CC=C(C=C4)I